6-Ethoxy-4-(6-(7-(6-methoxypyridin-3-yl)-2,7-diazaspiro[4.5]dec-2-yl)pyridin-3-yl)pyrazolo[1,5-a]pyridine-3-carbonitrile C(C)OC=1C=C(C=2N(C1)N=CC2C#N)C=2C=NC(=CC2)N2CC1(CC2)CN(CCC1)C=1C=NC(=CC1)OC